4-(9-methyl-2-(3-phenyl-1H-pyrazol-1-yl)-8-(pyridin-4-yl)-9H-purin-6-yl)morpholine ethyl-cis-2-((5-fluorobiphenyl-3-yl)methyl)-3-((methylsulfonyl)amino)pyrrolidine-1-carboxylate C(C)OC(=O)N1[C@H]([C@H](CC1)NS(=O)(=O)C)CC=1C=C(C=C(C1)F)C1=CC=CC=C1.CN1C2=NC(=NC(=C2N=C1C1=CC=NC=C1)N1CCOCC1)N1N=C(C=C1)C1=CC=CC=C1